3-(4-bromophenyl)-coumarin-7-yl acetate C(C)(=O)OC1=CC=C2C=C(C(OC2=C1)=O)C1=CC=C(C=C1)Br